COC1=CC=C(C=C1)C1=NOC(C1(C)C)CC1=NC2=CC=CC=C2C(=C1)C 3-(4-methoxyphenyl)-4,4-dimethyl-5-((4-methylquinolin-2-yl)methyl)-4,5-dihydroisoxazole